C(C)(C)N1N=C(C=C1C1[C@H]2CC(C[C@@H]12)N1CC2(CS(C2)(=O)=O)C1)C=1C=NC=C(C1)C(F)(F)F 6-((1R,3s,5S,6r)-6-(1-isopropyl-3-(5-(trifluoromethyl)pyridin-3-yl)-1H-pyrazol-5-yl)bicyclo[3.1.0]hexan-3-yl)-2-thia-6-azaspiro[3.3]heptane 2,2-dioxide